(R)-6-(5-methoxy-4-((2-(4-methyl-1-oxo-1,3-dihydroisobenzofuran-5-yl)morpholino)methyl)-1H-pyrazol-1-yl)-4-methylpyridine-3-carbonitrile COC1=C(C=NN1C1=CC(=C(C=N1)C#N)C)CN1C[C@H](OCC1)C=1C(=C2COC(C2=CC1)=O)C